FC=1C=C2N(CCN(C2=CC1)C(=O)N1C[C@H](CC1)NC)C1=CC=C(C=C1)F (S)-(6-fluoro-4-(4-fluorophenyl)-3,4-dihydroquinoxalin-1(2H)-yl)(3-(methylamino)pyrrolidin-1-yl)methanone